BrC=1SC2=C(N1)C=CC(=C2)[N+](=O)[O-] 2-bromo-6-nitrobenzo[d]Thiazole